O=C(CC[C@H]1NC(OC1)=O)N1CC(C1)C1=NC=C(N=C1)N1CC(CC1)C(F)(F)F (4R)-4-[3-Oxo-3-[3-[5-[3-(trifluoro-methyl)pyrrolidin-1-yl]pyrazin-2-yl]azetidin-1-yl]propyl]oxazolidin-2-one